3-(3-((tert-butyldimethylsilyl)oxy)propoxy)-2',5-dimethyl-4-nitro-2'H-1,3'-bipyrazole [Si](C)(C)(C(C)(C)C)OCCCOC1=NN(C(=C1[N+](=O)[O-])C)C=1N(N=CC1)C